7-(4,7-diazaspiro[2.5]oct-7-yl)-2-(2,8-dimethylimidazo[1,2-a]pyridin-6-yl)-4H-pyrido[1,2-a]pyrimidin-4-one C1CC12NCCN(C2)C=2C=CC=1N(C(C=C(N1)C=1C=C(C=3N(C1)C=C(N3)C)C)=O)C2